C(C)(C)N1N=C2C3=C(C(=CC2=C1C)O)C=CC=C3 2-isopropyl-3-methyl-2H-benzo[g]indazol-5-ol